6-amino-2-[S(R)-ethylsulphonimidoyl]-9-[(4-fluorophenyl)methyl]-N-methyl-8-oxo-N-propyl-purine-7-carboxamide NC1=C2N(C(N(C2=NC(=N1)[S@](=O)(=N)CC)CC1=CC=C(C=C1)F)=O)C(=O)N(CCC)C |r|